ClCCC[Si](Cl)(Cl)Cl γ-CHLOROPROPYLTRICHLOROSILANE